ClCC(C(=O)O)=C.C(C=C)(=O)OCCl chloromethyl acrylate (chloromethyl acrylate)